OCCC(=O)N 3-hydroxypropanamide